NC1=CC=C(C=C1)C=1NC2=CC=CC=C2C1C(C[N+](=O)[O-])C=1C=C(C=CC1)B(O)O (3-(1-(2-(4-aminophenyl)-1H-indol-3-yl)-2-nitroethyl)phenyl)boronic acid